tris(cyclohexyl)phosphine C1(CCCCC1)P(C1CCCCC1)C1CCCCC1